6-bromohexyl 4,4-bis(((Z)-hex-3-en-1-yl)oxy)butanoate C(C\C=C/CC)OC(CCC(=O)OCCCCCCBr)OCC\C=C/CC